C1(CC1)C1=NC=NC(=C1C=1N=CC2=C(N1)C(=CN2)C(O)C2=CC=C(C=C2)C=2N(C=C(N2)C(F)(F)F)C)OC(F)F (2-(4-cyclopropyl-6-(difluoromethoxy)pyrimidin-5-yl)-5H-pyrrolo[3,2-d]pyrimidin-7-yl)(4-(1-methyl-4-(trifluoromethyl)-1H-imidazol-2-yl)phenyl)methanol